trifluoromethanesulfonic acid 8-cyano-6-fluoro-3,4-dihydronaphthalen-1-yl ester C(#N)C=1C=C(C=C2CCC=C(C12)OS(=O)(=O)C(F)(F)F)F